tert-Butyl (6-chloro-1-((3aR,4R,6R,6aR)-2,2-dimethyl-6-((N-methylmethylsulfonamido)methyl)tetrahydrofuro[3,4-d][1,3]dioxol-4-yl)-1H-pyrazolo[3,4-d]pyrimidin-4-yl)(cyclopentyl)carbamate ClC1=NC(=C2C(=N1)N(N=C2)[C@@H]2O[C@@H]([C@H]1OC(O[C@H]12)(C)C)CN(S(=O)(=O)C)C)N(C(OC(C)(C)C)=O)C1CCCC1